1-((tert-butyldimethylsilyl)oxy)-3-methylbutan-2-ol [Si](C)(C)(C(C)(C)C)OCC(C(C)C)O